ClC=1C=C(OC2=C(N=NC=C2)C(=O)N)C=CC1C#N 4-(3-chloro-4-cyano-phenoxy)pyridazine-3-carboxamide